C(C)(C)(C)OC(=O)N1N=CC(=C1)CC1=CC(=CC=C1)C#N 4-(3-cyanobenzyl)-1H-pyrazole-1-carboxylic acid tert-butyl ester